(S)-4-(2-(5-methyl-4-phenylthiazol-2-yl)-2-pivaloylaminoethyl)phenylaminosulfonic acid CC1=C(N=C(S1)[C@H](CC1=CC=C(C=C1)NS(=O)(=O)O)NC(C(C)(C)C)=O)C1=CC=CC=C1